5-(2-norbornyl-2-propoxycarbonyl)-7-oxo-bicyclo[2.2.1]Hept-2-ene C12(CCC(CC1)C2)C(C)(C)OC(=O)C2C1C=CC(C2)C1=O